1,2-bis(2-aminobenzoylamino)ethane NC1=C(C(=O)NCCNC(C2=C(C=CC=C2)N)=O)C=CC=C1